6-chloro-N-[5-(2,3-difluoropropyl)-4,6-dimethoxy-pyrimidin-2-yl]-1H-indole-3-sulfonic acid amide ClC1=CC=C2C(=CNC2=C1)S(=O)(=O)NC1=NC(=C(C(=N1)OC)CC(CF)F)OC